(E)-5-(4-(2,2-dimethyltetrahydro-5H-[1,3]dioxolo[4,5-c]pyrrol-5-yl)styryl)-2-hydroxy-3-methoxybenzaldehyde CC1(OC2C(CN(C2)C2=CC=C(/C=C/C=3C=C(C(=C(C=O)C3)O)OC)C=C2)O1)C